pyrrole-1-propionic acid N1(C=CC=C1)CCC(=O)O